CC=1C=2N(C=CC1)N=C(C2)[C@@H]2N(CCC1=C2N=CN1)C=1OC(=NN1)C(F)(F)F (R)-2-(4-(4-methylpyrazolo[1,5-a]pyridin-2-yl)-6,7-dihydro-1H-imidazo[4,5-c]pyridin-5(4H)-yl)-5-(trifluoromethyl)-1,3,4-oxadiazole